Cl.NC1CCN(CC1)CC1=CC=C(C=N1)C=1C=NC(=CC1N1C[C@H](CCC1)O)NC1=NC(=NC=C1)C1=C(C=CC=C1OC)F (S)-1-(6'-((4-aminopiperidin-1-yl)methyl)-6-((2-(2-fluoro-6-methoxyphenyl)pyrimidin-4-yl)amino)-[3,3'-bipyridin]-4-yl)piperidin-3-ol hydrochloride